C(C=C)(=O)O.C(C)N(C)C ethyldimethylamine acrylate